OC1=CC=2C3(C4=CC=CC=C4C2C=C1)C1=CC=CC=C1C=1C=CC(=CC13)O 2,2'-dihydroxy-9,9-spirobifluorene